methyl (2s,4r)-4-cyclohexylpyrrolidine-2-carboxylate C1(CCCCC1)[C@H]1C[C@H](NC1)C(=O)OC